N-p-methoxyphenyl-lactoyl-hydrazine COC1=CC=C(C=C1)N(N)C(C(O)C)=O